2,4,6-trifluoro-N-[6-(1-methylpiperidine-4-carbonyl)-2-pyridinyl]-2-pyridinecarboxylic acid FC1(N(C(=CC(=C1)F)F)C1=NC(=CC=C1)C(=O)C1CCN(CC1)C)C(=O)O